(Nδ-4-methyltrityl)-L-ornithine CC1=CC=C(C(C2=CC=CC=C2)(C2=CC=CC=C2)NCCC[C@H](N)C(=O)O)C=C1